OC1=C(C=C(C=C1)NC(C1=CC=C(C=C1)OCC=1OC(=CC1)C(F)(F)F)=O)S(=O)(=O)C N-(4-hydroxy-3-(methylsulfonyl)phenyl)-4-((5-(trifluoromethyl)furan-2-yl)methoxy)benzamide